1-{[(2S,4R)-4-fluoro-5-oxopyrrolidin-2-yl]methoxy}-7-methoxyisoquinoline-6-carboxamide F[C@@H]1C[C@H](NC1=O)COC1=NC=CC2=CC(=C(C=C12)OC)C(=O)N